3-pentenyldimethylethoxysilane C(CC=CC)[Si](OCC)(C)C